CC1=C(C=2N(C=C1C1=C(C3=NC(=CC=C3N1)N1[C@H](CN(CC1)C(C)C)C)C(C)C)N=CN2)C (2S)-1-(2-{7,8-dimethyl-[1,2,4]triazolo[1,5-a]pyridin-6-yl}-3-(propan-2-yl)-1H-pyrrolo[3,2-b]pyridin-5-yl)-2-methyl-4-(propan-2-yl)piperazine